1-(2,2-difluorocyclopropyl)-3-(5-((2R,4R)-2-(2,5-difluorophenyl)-4-fluoropyrrolidin-1-yl)-2-fluoropyrazolo[1,5-a]pyrimidin-3-yl)thiourea FC1(C(C1)NC(=S)NC=1C(=NN2C1N=C(C=C2)N2[C@H](C[C@H](C2)F)C2=C(C=CC(=C2)F)F)F)F